ClC=1C=C2C(=NC(=NC2=C(C1C1=CC=CC2=C1N=C(S2)N)F)OC[C@]21CCCN1C[C@@H](C2)F)N2CCNCC2 4-(6-chloro-8-fluoro-2-(((2R,7aS)-2-fluorotetra-hydro-1H-pyrrolizin-7a(5H)-yl)methoxy)-4-(piperazin-1-yl)quinazolin-7-yl)benzo[d]thiazol-2-amine